3-phenyl-1,2,4-oxadiazole-5-carboxamide C1(=CC=CC=C1)C1=NOC(=N1)C(=O)N